2-((2S,4S)-2-(aminomethyl)-5-chloro-2-phenyl-2,3-dihydrobenzofuran-4-yl)-3-fluoro-4-(2-methoxyethoxy)benzamide NC[C@@]1(OC2=C(C1)C(=C(C=C2)Cl)C2=C(C(=O)N)C=CC(=C2F)OCCOC)C2=CC=CC=C2